ClC1=C(C(=C2C(CN3[C@@H](CO2)CNCC3)=C1O)Cl)C1=C(C=CC=C1O)F (12AR)-8,10-dichloro-9-(2-fluoro-6-hydroxyphenyl)-1,2,3,4,12,12a-hexahydro-6H-pyrazino[2,1-c][1,4]benzoxazepin-7-ol